NC1=NC(N(C=C1)[C@@H]1O[C@@H]([C@H](C1(F)F)O)CO)=O 4-amino-1-[(2R,4R,5R)-3,3-difluoro-4-hydroxy-5-(hydroxymethyl)oxolane-2-yl]-1,2-dihydropyrimidin-2-one